C1(=CC=C(C=C1)C1=C(C(=O)O)C=CC(=C1)N)C1=C(C(=O)O)C=CC(=C1)N p-phenylenebis(p-aminobenzoic acid)